2-(2,3-dimethoxypyridin-5-yl)-5-methyl-N4-(2-oxo-2,3-dihydro-1,3-benzooxazol-5-yl)-2,4-pyrimidinediamine COC1=NC=C(C=C1OC)C1(NC=C(C(=N1)NC=1C=CC2=C(NC(O2)=O)C1)C)N